C(C)(=O)NCC(C1=CC=CC=C1)C1(C(C(NC(=C1)C)=O)Br)OCC1=C(C=C(C=C1)F)F 4-(acetylaminomethylbenzyl)-3-bromo-4-[(2,4-difluorobenzyl)oxy]-6-methylpyridin-2(1H)-one